5-(2-chloro-5-(oxazol-5-yl)pyrimidin-4-yl)-1H-pyrrole-2-carboxylic acid methyl ester COC(=O)C=1NC(=CC1)C1=NC(=NC=C1C1=CN=CO1)Cl